adipoyl phthalate C1(C=2C(C(=O)OC(CCCCC(=O)O1)=O)=CC=CC2)=O